ClC=1C=C(C=NC1OC)C1N(CCC1)C(=O)OC(C)(C)C tert-butyl 2-(5-chloro-6-methoxypyridin-3-yl)pyrrolidine-1-carboxylate